CS(=O)(=O)[O-].C[N+]1=CNC=C1 3-methylimidazolium methanesulphonate